(4-(7H-pyrrolo[2,3-d]pyrimidin-4-yl)-3,4-dihydro-2H-1,4-thiazin-6-yl)((3aR,7aR)-1-methyloctahydro-6H-pyrrolo[2,3-c]pyridin-6-yl)methanone N1=CN=C(C2=C1NC=C2)N2CCSC(=C2)C(=O)N2C[C@H]1[C@@H](CC2)CCN1C